1-{4-[(2-{3-[(4-methanesulfonyl-phenyl)amino]prop-1-yn-1-yl}-1-(2,2,2-trifluoroethyl)-1H-indol-4-yl)amino]piperidin-1-yl}-2-methoxyethan-1-one CS(=O)(=O)C1=CC=C(C=C1)NCC#CC=1N(C2=CC=CC(=C2C1)NC1CCN(CC1)C(COC)=O)CC(F)(F)F